(R)-(1-(7-tosyl-2-((1-(3,4,5-trimethoxyphenyl)-1H-imidazol-4-yl)amino)-7H-pyrrolo[2,3-d]pyrimidin-4-yl)pyrrolidin-2-yl)methanol S(=O)(=O)(C1=CC=C(C)C=C1)N1C=CC2=C1N=C(N=C2N2[C@H](CCC2)CO)NC=2N=CN(C2)C2=CC(=C(C(=C2)OC)OC)OC